p-choline C[P+](C)(C)CCO.[Cl-]